5-[[(2R,3S,4R,5S)-3-(3,4-Difluoro-2-methoxy-phenyl)-4,5-dimethyl-5-(trifluoromethyl)tetrahydrofuran-2-carbonyl]amino]pyridin-3-carboxamid FC=1C(=C(C=CC1F)[C@H]1[C@@H](O[C@@]([C@@H]1C)(C(F)(F)F)C)C(=O)NC=1C=C(C=NC1)C(=O)N)OC